OC(C)(C)C=1C=C(C(=O)OC2=CC=CC=C2)C=CC1 phenyl 3-α-hydroxyisopropylbenzoate